ClC=1C=NN(C1C(=O)NC1=NC=C(C=C1F)C#CC1=CC=CC=C1)CC1OCCC1 4-chloro-N-(3-fluoro-5-(phenylethynyl)pyridin-2-yl)-1-((tetrahydrofuran-2-yl)methyl)-1H-pyrazole-5-carboxamide